ClC=1C=CC(=C(C1)N1CC(N(CC1=O)C(C(=O)O)CCOC)=O)N1N=NC(=C1)Cl 2-(4-(5-chloro-2-(4-chloro-1H-1,2,3-triazol-1-yl)phenyl)-2,5-dioxopiperazin-1-yl)-4-methoxybutanoic acid